C(CCCCCCC(=O)OC)(=O)OC(C)(C)C 1-Tert-butyl 8-methyl octanedioate